2-([1,1'-biphenyl]-4-ylmethyl)-8-(quinolin-2-ylmethyl)hexahydro-2H-pyrazino[1,2-a]pyrazine-6,9-dione C1(=CC=C(C=C1)CN1CC2N(CC1)C(CN(C2=O)CC2=NC1=CC=CC=C1C=C2)=O)C2=CC=CC=C2